2-(4-((4-(1H-pyrrolo[2,3-b]pyridin-5-yl)-1H-1,2,3-triazol-1-yl)methyl)-3-fluorophenyl)-5-(difluoromethyl)-1,3,4-oxadiazole N1C=CC=2C1=NC=C(C2)C=2N=NN(C2)CC2=C(C=C(C=C2)C=2OC(=NN2)C(F)F)F